C1(CC1)C1=C(CN2C(N(CC=3C2=CN(N3)C)C3CCN(CC3)C3=C(C=CC=C3C)F)=O)C=CC=C1 4-(2-Cyclopropyl-benzyl)-6-[1-(2-fluoro-6-methyl-phenyl)-piperidin-4-yl]-2-methyl-2,4,6,7-tetrahydro-pyrazolo[4,3-d]pyrimidin-5-on